FC(C(=O)O)(F)F.NC1=C2C(=NC=N1)N(N=C2C)C(C)C=2C(=C(C(=C(C2)Cl)C)C2=CC(=C(C=C2)C(=O)N(C)C)F)OC 3'-[1-(4-Amino-3-methyl-1H-pyrazolo[3,4-d]pyrimidin-1-yl)ethyl]-5'-chloro-3-fluoro-2'-methoxy-N,N,6'-trimethylbiphenyl-4-carboxamide trifluoroacetate